4-methyl-1-octylpyridine CC1=CCN(C=C1)CCCCCCCC